C(CCCCCCCCCCCCCC(=O)OCC1=CC=CC=C1)(C(=O)OCC1=CC=CC=C1)C(=O)OC(C)(C)C 1,14-dibenzyl 1-(tert-butyl) tetradecane-1,1,14-tricarboxylate